3-(2,5-Diethylthiophen-3-yl)-1-[(1-methyl-1H-pyrazol-4-yl)(oxan-4-yl)sulfamoyl]urea C(C)C=1SC(=CC1NC(NS(N(C1CCOCC1)C=1C=NN(C1)C)(=O)=O)=O)CC